ethyl (2,6-difluorobenzyl)-[4-dimethylaminomethyl-3-(6-methoxypyridazin-3-yl-carbamoyl)-5-(4-nitrophenyl)thiophen-2-yl]carbamate FC1=C(CN(C(OCC)=O)C=2SC(=C(C2C(NC=2N=NC(=CC2)OC)=O)CN(C)C)C2=CC=C(C=C2)[N+](=O)[O-])C(=CC=C1)F